1,4-dipiperidinyl-butane N1(CCCCC1)CCCCN1CCCCC1